(2S,3R,4E)-2-aminooctadec-4-ene-1,3-diol N[C@@H](CO)[C@@H](\C=C\CCCCCCCCCCCCC)O